1-isopropyl-5-(7-methoxy-1,3-benzoxazol-2-yl)-1,2,3-benzotriazole C(C)(C)N1N=NC2=C1C=CC(=C2)C=2OC1=C(N2)C=CC=C1OC